[2-[1-(cyclopropylmethyl)-6-(3-methyl-1,1-dioxothiazepan-2-yl)pyrrolo[2,3-b]pyridin-2-yl]-5-methoxy-3-methylimidazo[1,2-a]pyridin-7-yl]methanone C1(CC1)CN1C(=CC=2C1=NC(=CC2)N2S(CCCCC2C)(=O)=O)C=2N=C1N(C(=CC(=C1)C=O)OC)C2C